C(CC=C)OC1=CC(=CC=2N1N=CC2)C2=C(N=CC(=N2)C(C)=O)OC 1-(6-(7-(but-3-en-1-yloxy)pyrazolo[1,5-a]pyridin-5-yl)-5-methoxypyrazin-2-yl)ethan-1-one